N-[2-hydroxy(2-2H)propyl]-3-methoxy-4-nitrobenzamide OC(CNC(C1=CC(=C(C=C1)[N+](=O)[O-])OC)=O)(C)[2H]